OC1=CSC=2C1=NC(=C(C2)C#N)OC 3-hydroxy-5-methoxythieno[3,2-b]pyridine-6-carbonitrile